(S)-5-amino-N-(1-(2-fluoro-4-(trifluoromethyl)phenyl)ethyl)-N-methyl-6,8-dihydro-1H-furo[3,4-d]pyrrolo[3,2-b]pyridine-2-carboxamide NC1=C2C(=C3C(=N1)C=C(N3)C(=O)N(C)[C@@H](C)C3=C(C=C(C=C3)C(F)(F)F)F)COC2